NC=1NC(C2=C(N1)NC(=C2C=2C=NN(C2)CC=2C=C(C(=O)O)C=CC2)C2=CC=C(C=C2)S(N(C)C)(=O)=O)=O 3-((4-(2-amino-6-(4-(N,N-dimethylsulfamoyl)phenyl)-4-oxo-4,7-dihydro-3H-pyrrolo[2,3-d]pyrimidin-5-yl)-1H-pyrazol-1-yl)methyl)benzoic acid